FC(C1=NN=C(O1)C1=C(C=C(C=C1)[N+](=O)[O-])S(=O)(=O)Cl)F 2-[5-(difluoromethyl)-1,3,4-oxadiazol-2-yl]5-Nitrobenzenesulfonyl chloride